(R)-N-(2-(4-cyanothiazolidin-3-yl)-2-oxoethyl)-6-(cyclopropoxymethyl)-quinoline-4-carboxamide C(#N)[C@H]1N(CSC1)C(CNC(=O)C1=CC=NC2=CC=C(C=C12)COC1CC1)=O